CC(C(=O)O)(C(C)C)C(C)C 2,3-dimethyl-2-(propan-2-yl)butyric acid